C1=CC=CC=CC=CC=CC=CC=CC=CC=C1 cyclooctadecanonaene